N-(7-fluoro-8-(2-fluoro-5-methylphenyl)-4-morpholinoquinolin-3-yl)quinoline-4-carboxamide FC1=CC=C2C(=C(C=NC2=C1C1=C(C=CC(=C1)C)F)NC(=O)C1=CC=NC2=CC=CC=C12)N1CCOCC1